FC(C=1C=CC2=C(NC(=N2)C2=NNC3=CC=C(C=C23)C(=O)NCCCNC(OC(C)(C)C)=O)C1)(F)F tert-butyl (3-(3-(6-(trifluoromethyl)-1H-benzo[d]imidazol-2-yl)-1H-indazole-5-carboxamido)propyl)carbamate